FC1(CC1)C(=O)N[C@H](C(=O)N1[C@@H](C[C@H](C1)O)C(=O)NCC1=C(OCCCC(=O)O)C=C(C=C1)C1=C(N=CS1)C)C(C)(C)C 4-(2-(((2S,4R)-1-((S)-2-(1-fluorocyclopropane-1-carboxamido)-3,3-dimethylbutanoyl)-4-hydroxypyrrolidine-2-carboxamido)methyl)-5-(4-methylthiazol-5-yl)phenoxy)butanoic acid